6-[(2S)-2-butanylcarbamoyl]-2,3-dihydrospiro[chromen-4,1'-cyclopropane] C[C@@H](CC)NC(=O)C=1C=C2C(=CC1)OCCC21CC1